2-[5-(1-methyl-2-oxo-ethyl)-3-pyridyl]acetic acid CC(C=O)C=1C=C(C=NC1)CC(=O)O